1,2-dipentanyl-sn-glycero-3-phosphoethanolamine C(CCCC)OC[C@@H](OCCCCC)COP(=O)(O)OCCN